CN1C[C@@](C(CC1)C)(C)CO (3S)-(1,3,4-trimethylpiperidin-3-yl)methanol